FC1C2(C3=CC=CC=C3C1)SCCS2 fluoro-spiro[1,3-dithiolane-2,1'-indane]